3-chloro-5-((1-((4-((4-methoxybenzyl)oxy)-2-(methylthio)pyrimidin-5-yl)methyl)-6-oxo-4-(trifluoromethyl)-1,6-dihydropyrimidin-5-yl)oxy)benzonitrile ClC=1C=C(C#N)C=C(C1)OC1=C(N=CN(C1=O)CC=1C(=NC(=NC1)SC)OCC1=CC=C(C=C1)OC)C(F)(F)F